[K].C1CCC2=C(C=3CCCC3C=C12)NC(=O)NS(=O)(=O)C=1N=C(N(C1)CCO)C N-((1,2,3,5,6,7-Hexahydro-s-indacen-4-yl)carbamoyl)-1-(2-hydroxyethyl)-2-methyl-1H-imidazole-4-sulfonamide, potassium salt